Cl.CC1(C(CC1)N)C 2,2-dimethylcyclobutylamine hydrochloride